C[C@]1(CC2=CC=C(C=C2C1)C)CO |r| (+-)-(2,5-dimethyl-2,3-dihydro-1H-inden-2-yl)methanol